C(CCCCCCCCCCCCC)N1C(=C(C(C2=C(C=C(C=C12)OCC)OCC)=O)OCC)C1=CC=C(C=C1)OCC N-tetradecyl-2-(4-ethoxyphenyl)-3,5,7-triethoxyquinolin-4-one